FC1=CC=2C(C3=CC=CC=C3C2C(=C1)C=1C=NN(C1)C(C(=O)NNC1=NC=CC=C1)C)(C(F)(F)F)O 2-(4-(2-fluoro-9-hydroxy-9-(trifluoromethyl)-9H-fluoren-4-yl)-1H-pyrazol-1-yl)-N'-(Pyridin-2-yl)propanehydrazide